NC1=NC=CC=C1C1=CC(=NO1)CC=1C(=NC=CC1)NC1=C(C=CC=C1F)F ((5-(2-aminopyridin-3-yl)isoxazol-3-yl)methyl)-N-(2,6-difluorophenyl)pyridin-2-amine